tert-Butyl N-[2-(3-chlorophenyl)-2-hydroxyethyl]-N-[1-(cyanomethyl)cyclopropyl]carbamate ClC=1C=C(C=CC1)C(CN(C(OC(C)(C)C)=O)C1(CC1)CC#N)O